CN(C(=O)N)CCCCCCCCC N-methyl-N-nonylurea